ClC1=CC=C(S1)CNC1=CC(=NN1)C1CCN(CCC1)S(=O)(=O)C N-[(5-Chlorothiophen-2-yl)methyl]-3-(1-methansulfonylazepan-4-yl)-1H-pyrazol-5-amin